9(S),12(S),13(S)-trihydroxy-10(E)-octadecenoic acid CCCCC[C@@H]([C@H](/C=C/[C@H](CCCCCCCC(=O)O)O)O)O